ClC=1C2=C(N=CN1)N1C(=C2C2=CC(=C(C=C2)OC2=NC(=CC=C2)C)F)NCC1 4-chloro-5-(3-fluoro-4-((6-methylpyridin-2-yl)oxy)phenyl)-7,8-dihydro-imidazo[1',2':1,5]pyrrolo[2,3-d]pyrimidine